BrC=1C=CC=2N(C1)C(=C(N2)C)CNC(CN2C(NC(C=1NC=NC21)=O)=S)C 3-(2-{[(6-Bromo-2-methylimidazo[1,2-a]pyridin-3-yl)methyl]amino}propyl)-2-thioxo-1,2,3,7-tetrahydro-6H-purin-6-one